ClC=1C=C(C=C(C1)C=NC(C(=O)OC)C(C)C)OC(C1=CC(=CC=C1)C)=O.FC(C(=O)C1=CC=C(C=C1)OS(=O)(=O)C)(F)F 2,2,2-trifluoro-1-(4-methylsulfonyloxyphenyl)ethanone 3-chloro-5-((1-methoxy-3-methyl-1-oxobutan-2-ylimino)methyl)phenyl-3-methylbenzoate